ClC1=CC=C(C=N1)CN(C1=CC(OC1)=O)C1=C(C=CC(=C1)F)F 4-(((6-chloropyridin-3-yl)methyl)(2,5-difluorophenyl)amino)furan-2(5H)-one